3-chloro-2-cyclopropylbenzoic acid ClC=1C(=C(C(=O)O)C=CC1)C1CC1